COC[C@@H]1CN(C[C@H]1NC1=NN=C(C2=CC=CC=C12)C1=CC=C(C=C1)C(F)(F)F)C(C=C)=O 1-((3R,4S)-3-(methoxymethyl)-4-((4-(4-(trifluoromethyl)phenyl)phthalazin-1-yl)amino)pyrrolidin-1-yl)prop-2-en-1-one